BrC1=CC(=C(O[C@@H](C)C2=NSC(=N2)N)C=C1)F 3-((1S)-1-(4-bromo-2-fluorophenoxy)ethyl)-1,2,4-thiadiazol-5-amine